6-(1,1-difluoroethyl)-8-morpholin-4-yl-N-(5-piperazin-1-ylpyridin-2-yl)pyrido[3,4-d]pyrimidin-2-amine FC(C)(F)C1=CC2=C(N=C(N=C2)NC2=NC=C(C=C2)N2CCNCC2)C(=N1)N1CCOCC1